N[C@@H]1CN(CC1)C(=O)OC(C)(C)C t-butyl (S)-3-aminopyrrolidin-1-carboxylate